N1=CC(=CC=C1NC(=O)C1CN(CC1)C#N)C=1C=NC=CC1 N-([3,3'-bipyridin]-6-yl)-1-cyano-pyrrolidine-3-carboxamide